ClC=1C=C(C=CC1)C=1C=C2C=CN=C(C2=CN1)NCC1=CC=C(C=C1)C1=CC(=NC=C1)C 6-(3-chlorophenyl)-N-(4-(2-methylpyridin-4-yl)benzyl)-2,7-naphthyridin-1-amine